ClC1=C(C=C(C(=C1)F)C1=NC=NC2=CC(=CC=C12)N1CCOCC1)C(C(F)F)(O)C=1N=NC(=CC1)OC 1-[2-Chloro-4-fluoro-5-(7-morpholin-4-yl-quinazolin-4-yl)-phenyl]-2,2-difluoro-1-(6-methoxy-pyridazin-3-yl)-ethanol